Ethyl (Z)-3-amino-3-(5-chloro-2-(4-chloro-1H-1,2,3-triazol-1-yl)phenyl)acrylate N\C(=C/C(=O)OCC)\C1=C(C=CC(=C1)Cl)N1N=NC(=C1)Cl